(2E,4E,8Z)-N-(2-hydroxy-2-methylpropyl)-12-oxo-2,4,8-tetradecatrienamide OC(CNC(\C=C\C=C\CC\C=C/CCC(CC)=O)=O)(C)C